N6-(2-Phenylethyl)adenosine-5'-O-diphosphate sodium salt [Na+].P([O-])(=O)(OP(=O)([O-])[O-])OC[C@@H]1[C@H]([C@H]([C@@H](O1)N1C=NC=2C(NCCC3=CC=CC=C3)=NC=NC12)O)O.[Na+].[Na+]